2-(4-chloroquinolin-6-yl)ethanamine ClC1=CC=NC2=CC=C(C=C12)CCN